ClC=1C=C(C=C(C1)C#N)C(C)(C)C1=CC=C(OCC2=NC=NC=C2)C=C1 4-((4-(2-(3-chloro-5-cyanophenyl)prop-2-yl)phenoxy)methyl)pyrimidine